4-((3R,3'R)-3'-hydroxy-1,4-dihydro-2H-spiro[isoquinoline-3,4'-piperidine]-1'-carbonyl)-1-(2,2,2-trifluoroethyl)pyridin-2(1H)-one O[C@@H]1CN(CC[C@@]12NCC1=CC=CC=C1C2)C(=O)C2=CC(N(C=C2)CC(F)(F)F)=O